2-{3-chloro-4-methyl-5H,6H,7H,8H-pyrido[2,3-c]pyridazin-8-yl}-1,3-thiazole-4-carboxylic acid ethyl ester C(C)OC(=O)C=1N=C(SC1)N1CCCC2=C1N=NC(=C2C)Cl